(R)-N-(1-(6-Amino-4-(trifluoromethyl)pyridin-2-yl)ethyl)-6-(2-cyclopropoxyethyloxy)-7-Methoxy-2-methylquinazolin-4-amine NC1=CC(=CC(=N1)[C@@H](C)NC1=NC(=NC2=CC(=C(C=C12)OCCOC1CC1)OC)C)C(F)(F)F